C(#N)C=1C=NN2C1C(=CC(=C2)C=2C=NN(C2C)C2CCN(CC2)C(=O)OC(C)(C)C)OCC2=NC=CC=C2F tert-Butyl 4-(4-[3-cyano-4-[(3-fluoropyridin-2-yl)methoxy]pyrazolo[1,5-a]pyridin-6-yl]-5-methylpyrazol-1-yl)piperidine-1-carboxylate